O=C1N(CCC(N1)=O)C1=NN(C2=CC(=CC=C12)N1CCN(CC1)CCC(=O)O)C 3-[4-[3-(2,4-dioxohexahydropyrimidin-1-yl)-1-methyl-indazol-6-yl]piperazin-1-yl]propanoic acid